(3-chloro-1-((2-(trimethylsilyl)ethoxy)methyl)-1H-pyrazol-4-yl)pyrimidin-4-amine ClC1=NN(C=C1C1=NC=CC(=N1)N)COCC[Si](C)(C)C